OC1=CC(=C(C=C1)CC1=CC=CC2=CC=CC=C12)C 4-hydroxy-2-methylphenylmethylnaphthalene